5-Chloro-N-(1-phenylethyl)pyridin-3-amine ClC=1C=C(C=NC1)NC(C)C1=CC=CC=C1